C(C1=CC=CC=C1)N(C(C(=O)OCC)=O)C(C)C1=NC=CC=C1 Ethyl 2-[benzyl-[1-(2-pyridyl)ethyl]amino]-2-oxo-acetate